5-(2,6-dimethoxyphenyl)-2-(naphthalen-2-yl)-1H-imidazole COC1=C(C(=CC=C1)OC)C1=CN=C(N1)C1=CC2=CC=CC=C2C=C1